(S)-4,6-dimethyl-2-(pyridin-4-yl)-5,7-dihydro-3-oxa-1-thia-7-azaacenaphthylen-8(4H)-one C[C@@H]1OC2=C(SC=3C(NC(=C(C1)C32)C)=O)C3=CC=NC=C3